ClC=1C=C2C(=CC1)NC(C21CCN(CC1)CCOC=1C=C2CC(NC2=C(C1)F)=O)=O 5-chloro-1'-{2-[(7-fluoro-2-oxo-2,3-dihydro-1H-indol-5-yl)oxy]ethyl}-1,2-dihydrospiro[indole-3,4'-piperidin]-2-one